(1s,4s)-4-(3-chloroanilino)-2'-{4-[(pyridin-4-yl)oxy]phenyl}spiro[cyclohexane-1,1'-indene]-4-carboxylic acid ClC=1C=C(NC2(CCC3(C(=CC4=CC=CC=C34)C3=CC=C(C=C3)OC3=CC=NC=C3)CC2)C(=O)O)C=CC1